5-(4-((1-(2-(4-(4-chloro-1,2-diphenylbut-1-en-1-yl)phenoxy)ethyl)piperidin-4-yl)Methyl)piperazin-1-yl-2,2,3,3,5,5,6,6-d8)-2-(2,6-dioxopiperidin-3-yl)isoindol ClCCC(=C(C1=CC=CC=C1)C1=CC=C(OCCN2CCC(CC2)CN2C(C(N(C(C2([2H])[2H])([2H])[2H])C2=CC3=CN(C=C3C=C2)C2C(NC(CC2)=O)=O)([2H])[2H])([2H])[2H])C=C1)C1=CC=CC=C1